C(C)(C)(C)OOC(C)(CCC(C)(C)OOC(C)(C)C)C 2,5-Bis(tert-butylperoxy)-2,5-dimethyl-hexane